4-(2-fluoro-4-nitrophenoxy)-1H-pyrazolo[3,4-b]pyridine FC1=C(OC2=C3C(=NC=C2)NN=C3)C=CC(=C1)[N+](=O)[O-]